NC1=NC=CC=C1C1=NC=2C(=NC(=CC2)C=2C=NC=C(C#N)C2)N1C1=CC=C(C=C1)CCl 5-(2-(2-Aminopyridin-3-yl)-3-(4-(chloromethyl)phenyl)-3H-imidazo[4,5-b]pyridin-5-yl)nicotinonitrile